C(C)(C)(C)[Si](C1=CC=CC=C1)(C1=CC=CC=C1)OC[C@H]1[C@H]2O[C@H]2[C@@H](O1)C(OC)OC Tert-butyl-(((1r,2s,4r,5r)-4-(dimethoxymethyl)-3,6-dioxabicyclo[3.1.0]hex-2-yl)methoxy)diphenylsilane